(E)-3-(3-(3,5-bis(trifluoromethyl)phenyl)-1H-1,2,4-triazol-1-yl)-2-(2-chloropyridin-3-yl)acrylamide FC(C=1C=C(C=C(C1)C(F)(F)F)C1=NN(C=N1)/C=C(/C(=O)N)\C=1C(=NC=CC1)Cl)(F)F